1,5-diethyl (2S)-2-[(5-nitro-6-phenoxypyridin-2-yl)formamido]pentanedioate [N+](=O)([O-])C=1C=CC(=NC1OC1=CC=CC=C1)C(=O)N[C@H](C(=O)OCC)CCC(=O)OCC